ClC=1C=CC=2C(=NC=C(N2)N2CCC3(CC2)C(C=2C(=NC=C(C2)F)C3)N)N1 1'-(6-chloropyrido[2,3-b]pyrazin-2-yl)-3-fluoro-5,7-dihydrospiro[cyclopenta[b]pyridin-6,4'-piperidin]-5-amine